Borane-d B[2H]